C(O)C(C(=O)N=C=O)(C)CO 2,2-dimethylolpropionic acid, isocyanate